C(=O)(O)C1=C(C=C(C(=C1)P(O)(=O)O)C(=O)O)P(O)(=O)O 2,5-dicarboxy-1,4-benzene-diphosphonic acid